4-Amino-1-(4-(1-(S)-hydroxyethyl)phenyl)-2-oxo-7-(trifluoromethyl)-1,2-dihydroquinoline-3-carboxylic acid methyl ester COC(=O)C=1C(N(C2=CC(=CC=C2C1N)C(F)(F)F)C1=CC=C(C=C1)[C@H](C)O)=O